2-bromo-N-[(2,5-dichlorothiophen-3-yl)methyl]pyridine-4-carboxamide BrC1=NC=CC(=C1)C(=O)NCC1=C(SC(=C1)Cl)Cl